C(CCCCCCCCCCC)=O dodecanal